3-[5-(3-[1-[(2S)-2-amino-3-(3,4-difluorophenyl)propanoyl]piperidin-4-yl]propyl)-3-methyl-2-oxo-1,3-benzodiazol-1-yl]piperidine-2,6-dione hydrochloride Cl.N[C@H](C(=O)N1CCC(CC1)CCCC1=CC2=C(N(C(N2C)=O)C2C(NC(CC2)=O)=O)C=C1)CC1=CC(=C(C=C1)F)F